OC=1C(=C2C=CC(=CC2=CC1)S(=O)(=O)[O-])N=NC1=C(C=C(C(=C1)C)S(=O)(=O)O)OC.[Na+].[Na+].OC=1C(=C2C=CC(=CC2=CC1)S(=O)(=O)[O-])N=NC1=C(C=C(C(=C1)C)S(=O)(=O)O)OC disodium 6-hydroxy-5-((2-methoxy-5-methyl-4-sulfophenyl)azo)-2-naphthalenesulfonate